[Si](C)(C)(C(C)(C)C)OCCOCCN(C(OC(C)(C)C)=O)C tert-butyl (2-(2-((tert-butyldimethylsilyl)oxy)ethoxy) ethyl)(methyl)carbamate